O[C@H]1C[C@H](CC1)CC(=O)OC(C)C |r| (±)-cis-isopropyl 2-(3-hydroxycyclopentyl)acetate